ClC1=C(C=2N=C(N=C3C2C(=N1)OCC1(COCC1)N3C)OC[C@]31CCCN1C[C@@H](C3)F)F 5-chloro-4-fluoro-2-(((2R,7aS)-2-fluorotetrahydro-1H-pyrrolizin-7a(5H)-yl)methoxy)-10-methyl-4',5'-dihydro-2'H,8H,10H-7-oxa-1,3,6,10-tetraazaspiro[cyclohepta[de]naphthalene-9,3'-furan]